BrC=1C(=C(CC2=C(N=C(N2)C2=C(C=CC(=C2)OC=2C(=C3C=CNC3=CC2F)F)F)C(=O)OC)C=CC1)F methyl 5-(3-bromo-2-fluorobenzyl)-2-(5-((4,6-difluoro-1H-indol-5-yl) oxy)-2-fluorophenyl)-1H-imidazole-4-carboxylate